N-[[4-(2,2-dicyano-1-hydroxy-vinyl)phenyl]methyl]carbamic acid tert-butyl ester C(C)(C)(C)OC(NCC1=CC=C(C=C1)C(=C(C#N)C#N)O)=O